CN1C(=NN=C1)[C@@H](C=1C=C(C=CC1)N1C(C2=CC(=CC(=C2C1)C(F)(F)F)CNC1(CCC1)C)=O)C1CC(C1)OC(F)(F)F 2-(3-((R)-(4-methyl-4H-1,2,4-triazol-3-yl)((1r,3R)-3-(trifluoromethoxy)cyclobutyl)methyl)phenyl)-6-(((1-methylcyclobutyl)amino)methyl)-4-(trifluoromethyl)isoindolin-1-one